6-amino-1,3-di-n-butyluracil NC1=CC(N(C(N1CCCC)=O)CCCC)=O